CC=1N=C(NC(C1C)=O)C1=CC(CC1)N1CCN(CC1)C=1C=CC(=NC1F)C(=O)NC 5-(4-(3-(4,5-dimethyl-6-oxo-1,6-dihydropyrimidin-2-yl)cyclopent-2-en-1-yl)piperazin-1-yl)-6-fluoro-N-methylpicolinamide